COCCOCC 2-(2-methoxyethoxy)ethane